(S)-2-(8-(2-(4-(4-Chlorophenyl)-2,3,9-trimethyl-6H-thieno[3,2-f][1,2,4]triazolo[4,3-a][1,4]diazepin-6-yl)acetamido)octanamido)-N-(4,5-dimethylthiazol-2-yl)benzamide ClC1=CC=C(C=C1)C1=N[C@H](C=2N(C3=C1C(=C(S3)C)C)C(=NN2)C)CC(=O)NCCCCCCCC(=O)NC2=C(C(=O)NC=3SC(=C(N3)C)C)C=CC=C2